[N+](=O)([O-])C1=C(C=CC=C1)NC1CN(CCCC1)CCO 2-{3-[(2-nitrophenyl)amino]azepan-1-yl}ethanol